L-valyl-(4R)-4-hydroxy-N-{(1R)-2-hydroxy-1-[4-(4-methyl-1,3-thiazol-5-yl)phenyl]ethyl}-L-prolinamide dihydrochloride Cl.Cl.N[C@@H](C(C)C)C(=O)N1[C@@H](C[C@H](C1)O)C(=O)N[C@@H](CO)C1=CC=C(C=C1)C1=C(N=CS1)C